[6-(2,2-difluoro-7-methyl-[1,3]dioxolo[4,5-f]benzimidazol-6-yl)-5-ethylsulfonyl-3-pyridinyl]cyclopropanecarbonitrile FC1(OC=2C(=CC3=C(N(C(=N3)C3=C(C=C(C=N3)C3(CC3)C#N)S(=O)(=O)CC)C)C2)O1)F